FC(C(C1=CC=C(O)C=C1)(C(F)(F)F)C1=CC=C(C=C1)O)(F)F hexafluoro-bisphenol A